tert-butyl 7-(benzyloxy)-4-(((S)-1-methoxy-3,3-dimethyl-1-oxobutan-2-yl)amino)heptanoate C(C1=CC=CC=C1)OCCCC(CCC(=O)OC(C)(C)C)N[C@H](C(=O)OC)C(C)(C)C